Cl.N[C@@H](CO)C(=O)O serine-HCl